(2-amino-4-(benzyloxy)-5-methoxyphenyl)(2-(((tert-butyldimethylsilyl)oxy)methyl)-4-(thiophen-3-yl)-3,6-dihydropyridin-1(2H)-yl)methanone NC1=C(C=C(C(=C1)OCC1=CC=CC=C1)OC)C(=O)N1C(CC(=CC1)C1=CSC=C1)CO[Si](C)(C)C(C)(C)C